(S)-9-(2-((tert-butyldiphenylsilyl)oxy)ethyl)-5-chloro-10-(2,2-difluoroethyl)-4-fluoro-2-(methylthio)-9,10-dihydro-8H-7-oxa-1,3,6,10-tetraazacyclohepta[de]naphthalene [Si](C1=CC=CC=C1)(C1=CC=CC=C1)(C(C)(C)C)OCC[C@@H]1N(C=2C=3C(=NC(=C(C3N=C(N2)SC)F)Cl)OC1)CC(F)F